ClC1=CC(=CC=2CN(CCOC21)CC=2C=NC(=NC2)C=2NCCN2)N2C=CC1=CC(=CC=C21)F 9-chloro-4-{[2-(4,5-dihydro-1H-imidazol-2-yl)pyrimidin-5-yl]methyl}-7-(5-fluoroindol-1-yl)-3,5-dihydro-2H-1,4-benzoxazepine